N[C@@H]1[C@H](CCC1)OC=1C=C2CN(C(C2=CC1)=O)C1C(NC(CC1)=O)=O 3-(5-(((1S,2S)-2-aminocyclopentyl)oxy)-1-oxoisoindolin-2-yl)piperidine-2,6-dione